3-[4-[(3,5-Diethyl-1H-pyrazol-1-yl)methyl]phenyl]-5-(trifluoromethyl)-1,2,4-oxadiazole C(C)C1=NN(C(=C1)CC)CC1=CC=C(C=C1)C1=NOC(=N1)C(F)(F)F